O(S(=O)(=O)C(F)(F)F)C1=CC2=C(N(CC(CS2(=O)=O)(CC)CCCC)C2=CC=CC=C2)C=C1SC 3-Butyl-3-ethyl-7-(methylthio)-1,1-dioxido-5-phenyl-2,3,4,5-tetrahydro-1,5-benzothiazepin-8-yl triflate